2,6-Difluoro-3-(6-((1-(methoxymethyl)cyclobutyl)amino)-1-methyl-1H-pyrazolo[4,3-c]pyridin-3-yl)-5-(trifluoromethyl)phenol FC1=C(C(=C(C=C1C1=NN(C2=C1C=NC(=C2)NC2(CCC2)COC)C)C(F)(F)F)F)O